ClC=1C(=C(NC2=C(C=NC3=CC=C(N=C23)N2[C@@H]3CN([C@H](C2)C3)C(C=C)=O)C#N)C=CC1OC(F)F)F 4-[3-chloro-4-(difluoromethoxy)-2-fluoro-anilino]-6-[(1S,4S)-5-prop-2-enoyl-2,5-diazabicyclo[2.2.1]heptan-2-yl]-1,5-naphthyridine-3-carbonitrile